CC1(N(CCC1)CC(=O)NC=1C=C(C(=NC1)C)NC(=O)C=1C=NN2C1C(=NC(=C2)C=2C=NN(C2)C)OC)C N-(5-(2-(2,2-dimethylpyrrolidin-1-yl)acetamido)-2-methylpyridin-3-yl)-4-methoxy-6-(1-methyl-1H-pyrazol-4-yl)pyrazolo[1,5-a]pyrazine-3-carboxamide